Methyl (3-phenylpropanoyl)-DL-alaninate C1(=CC=CC=C1)CCC(=O)N[C@@H](C)C(=O)OC |r|